bis(hydroxy-phenyl)methane OC1=C(C=CC=C1)CC1=C(C=CC=C1)O